C(C)(=O)N[C@H](C(=O)N[C@H](C(=O)O)CCC(C)(C)C)CC1=CN(C2=CC=CC=C12)C (2S)-2-[(2S)-2-acetamido-3-(1-methyl-1H-indol-3-yl)propanamido]-5,5-dimethylhexanoic acid